C(C)OC(CC(CC1=NN(N=C1)C1=CC=C(C=C1)OC1=NC=C(C=C1F)Cl)NC(=O)OC(C)(C)C)=O 3-((tert-butoxycarbonyl)amino)-4-(2-(4-((5-chloro-3-fluoropyridin-2-yl)oxy)phenyl)-2H-1,2,3-triazol-4-yl)butanoic acid ethyl ester